tert-butyl 2-((tert-butoxycarbonyl)(isopropyl)amino)-7,8-dihydro-4H-pyrazolo[1,5-a][1,4]diazepine-5(6H)-carboxylate C(C)(C)(C)OC(=O)N(C1=NN2C(CN(CCC2)C(=O)OC(C)(C)C)=C1)C(C)C